OC=1C=2N(C(=CC1)CC(=O)NCC(=O)OC(C)(C)C)N=CN2 tert-butyl 2-(2-(8-hydroxy-[1,2,4]triazolo[1,5-a]pyridin-5-yl)acetamido)acetate